S(=O)(=O)=[SiH]Cl sulfonyl-chlorosilane